FC=1C=C(C=C(C1)F)N1N=C(C(=C1)[C@H]1O[C@H](C(N1CCC1=CC2=CC(N=C2C=C1)=O)=O)C)C=1C=NC(=CC1)F (2R,5S)-2-(1-(3,5-difluorophenyl)-3-(6-fluoropyridin-3-yl)-1H-pyrazol-4-yl)-5-methyl-3-(2-(2-oxoindol-5-yl)ethyl)oxazolidin-4-one